C(C)(C)(C)OC(=O)N1CCC2(CC(C2)N2C=NC3=CC=C(C=C3C2=O)OC2=C(C(=CC=C2F)F)C#N)CC1.NC1=C(C=CC(=C1)Cl)NC(C)=O N-(2-amino-4-chlorophenyl)acetamide tert-butyl-2-[6-(2-cyano-3,6-difluoro-phenoxy)-4-oxo-quinazolin-3-yl]-7-azaspiro[3.5]nonane-7-carboxylate